C1=CC=C2C(=C1)C(=C(N2)O)CC(C(=O)O)N The molecule is a hydroxytryptophan that is tryptophan substituted by a hydroxy group at position 2 on the indole ring. It has a role as a human urinary metabolite.